((4-chloro-3-methylbenzyl)oxy)-4-((4-methoxybenzyl)oxy)-5-(4-(trifluoromethyl)-1H-pyrrol-2-yl)pyridine ClC1=C(C=C(COC2=NC=C(C(=C2)OCC2=CC=C(C=C2)OC)C=2NC=C(C2)C(F)(F)F)C=C1)C